NC1=NC(=CC(=C1)C=1C(=NN2C1N=C(C=C2)C(=O)NC(C)(C)C)C2=CC(=CC=C2)C#N)C 3-(2-amino-6-methyl-4-pyridinyl)-N-tert-butyl-2-(3-cyanophenyl)pyrazolo[1,5-a]pyrimidine-5-carboxamide